N1N=C(C2=C1CN(CC2)C(=O)OC(C)(C)C)C(=O)OCC 6-tert-butyl 3-ethyl 1,4,5,7-tetrahydropyrazolo[3,4-c]pyridine-3,6-dicarboxylate